CN(S(=O)(=O)C(F)(F)F)C N,N-dimethyl-trifluoromethyl-sulfonamide